Rac-(3aS,5R,7aS)-5-(4-fluorophenyl)-1,3,3,5,7-pentamethyloctahydrobenzo[c]isoxazole FC1=CC=C(C=C1)[C@]1(C[C@H]2[C@@H](N(OC2(C)C)C)C(C1)C)C |r|